FC1=C(C=C(C=C1)F)[C@@H]1N(CCC1)C1=CC=C2C(=N1)N(C=N2)C(=O)NC2CCC(CC2)O 5-((R)-2-(2,5-Difluorophenyl)pyrrolidin-1-yl)-N-((1s,4S)-4-hydroxycyclohexyl)-3H-imidazo[4,5-b]pyridine-3-carboxamide